N-benzyl-N-(3-cyano-4,5,6,7-tetrahydrobenzo[b]thiophen-2-yl)naphthalene-1-sulfonamide C(C1=CC=CC=C1)N(S(=O)(=O)C1=CC=CC2=CC=CC=C12)C1=C(C2=C(S1)CCCC2)C#N